(1R,2S,3S,4R)-3-((2-(5-fluoro-1H-pyrrolo[2,3-b]pyridin-3-yl)-6-(trifluoromethyl)pyrrolo[2,1-f][1,2,4]triazin-4-yl)amino)bicyclo[2.2.2]octane-2-carboxylic acid FC=1C=C2C(=NC1)NC=C2C2=NN1C(C(=N2)N[C@@H]2[C@H](C3CCC2CC3)C(=O)O)=CC(=C1)C(F)(F)F